5-[(2,3-dichlorophenoxy)methyl]oxazole-2(3H)-thione ClC1=C(OCC2=CNC(O2)=S)C=CC=C1Cl